(3aR,5s,6aS)-N-[6-(2-chloro-6-fluoro-phenyl)pyridazin-3-yl]-2-(tetrahydropyran-4-ylmethyl)-3,3a,4,5,6,6a-hexahydro-1H-cyclopenta[c]pyrrol-5-amine ClC1=C(C(=CC=C1)F)C1=CC=C(N=N1)NC1C[C@@H]2[C@@H](CN(C2)CC2CCOCC2)C1